fluoro-propionic acid FC(C(=O)O)C